OC1=C(C=C2CCCN3C2=C1CCC3)C(=O)C3=C(C(=O)O)C=CC=C3 2-(8-hydroxy-2,3,6,7-tetrahydro-1H,5H-pyrido[3,2,1-ij]quinoline-9-carbonyl)benzoic acid